3-methoxy-N1-methyl-4-(3-pyridylmethyl)benzene-1,2-diamine COC1=C(C(=CC=C1CC=1C=NC=CC1)NC)N